N-(1'-(3-(N-methylcyclopentanesulfonimidoyl)benzoyl)spiro[cyclohexane-1,3'-indolin]-5'-yl)methanesulfonamide CN=S(=O)(C1CCCC1)C=1C=C(C(=O)N2CC3(C4=CC(=CC=C24)NS(=O)(=O)C)CCCCC3)C=CC1